N1CC(C1)NC(C1=CC(=NC=C1)N1C=NC=C1)=O N-(azetidin-3-yl)-2-(1H-imidazol-1-yl)isonicotinamide